(3r,4s)-tert-butyl 3-amino-4-fluoropyrrolidine-1-carboxylate N[C@@H]1CN(C[C@@H]1F)C(=O)OC(C)(C)C